CC1=C(C=2N(C=C1C1=C(C(=NN1)C=1SC(=CN1)C1CCN(CC1)C1CCOCC1)C(C)C)N=CN2)C 2-(5-(7,8-dimethyl-[1,2,4]triazolo[1,5-a]pyridin-6-yl)-4-isopropyl-1H-pyrazol-3-yl)-5-(1-(tetrahydro-2H-pyran-4-yl)piperidin-4-yl)thiazole